FC=1C=C(COC=2C=CC3=C(C(=C(O3)C)C(=O)N[C@H]3CN(CC3)C(=O)OC(C)(C)C)C2)C=CC1 tert-butyl (R)-3-(5-((3-fluorobenzyl)oxy)-2-methylbenzofuran-3-carboxamido)pyrrolidine-1-carboxylate